F[C@@H]\1[C@]2(CC[C@@](C/C1=C/C1=CN=C(N=N1)C1=C(C=C(C=C1)N1C=NC=C1)O)(N2)C)C 2-(6-((Z)-((1R,2S,5S)-2-fluoro-1,5-dimethyl-8-azabicyclo[3.2.1]octan-3-ylidene)methyl)-1,2,4-triazin-3-yl)-5-(1H-imidazol-1-yl)phenol